CC1(C=CC=C1)C(OC[Zr+3])C1(C=CC=C1)C Bis(methylcyclopentadienyl)methoxymethyl-Zirconium(IV)